tert-butyl 4-(((4-chloro-2-(2-methoxyethoxy)benzyl)amino)methyl)piperidine-1-carboxylate ClC1=CC(=C(CNCC2CCN(CC2)C(=O)OC(C)(C)C)C=C1)OCCOC